C(C)C1OC2=C(C(=NC(=C2)SC)C2=CN(C3=CN=C(C=C32)NC(C)=O)C)OC1 N-(3-(2-ethyl-7-(methylthio)-2,3-dihydro-[1,4]dioxino[2,3-c]pyridin-5-yl)-1-methyl-1H-pyrrolo[2,3-c]pyridin-5-yl)acetamide